METHOXYPHENYLTRIAZIN COC=1C(=NN=NC1)C1=CC=CC=C1